1-carbamimidamido-N,N-dimethylmethanimidamide hydrochloride Cl.N(C(=N)N)C(N(C)C)=N